C(C)(C)(C)OC(N(CC#C)C1=NC=CC(=C1)OCC1=CC=CC=C1)=O.ClC1=C(C=C(OCC(=O)NC23CC(C2)(C3)NC3=NC=CC=2C3=CN(N2)C)C=C1)F 2-(4-chloro-3-fluorophenoxy)-N-{3-[(2-methyl-2H-pyrazolo[4,3-c]pyridin-4-yl)amino]bicyclo[1.1.1]pentan-1-yl}acetamide tert-butyl-(4-(benzyloxy)pyridin-2-yl)(prop-2-yn-1-yl)carbamate